tert-butyl (6-(p-tolyl)spiro[3.3]hept-5-en-2-yl)carbamate C1(=CC=C(C=C1)C1=CC2(CC(C2)NC(OC(C)(C)C)=O)C1)C